diethyl-1,4-phenylenediamine sulfate S(=O)(=O)(O)O.C(C)NC1=CC=C(C=C1)NCC